2-[6-(ethoxycarbonyl)-1-[(2R)-2-hydroxy-2-phenylethyl]-5-methyl-2,4-dioxo-1H,2H,3H,4H-thieno[2,3-d]pyrimidin-3-yl]acetic acid C(C)OC(=O)C1=C(C2=C(N(C(N(C2=O)CC(=O)O)=O)C[C@@H](C2=CC=CC=C2)O)S1)C